COC(=O)C1=C(N(C(=C1)C1=C2C(=NC=C1)N(C=C2)S(=O)(=O)C2=CC=CC=C2)COCC[Si](C)(C)C)C2=CC(=C(C=C2)F)F Methyl-2-(3,4-difluorophenyl)-5-[1-(phenylsulfonyl)-1H-pyrrolo[2,3-b]pyridin-4-yl]-1-{[2-(trimethylsilyl)ethoxy]methyl}-1H-pyrrole-3-carboxylate